methyl (3R)-1-[(4S)-2-[[2-methyl-3-(4,4,5,5-tetramethyl-1,3,2-dioxaborolan-2-yl)phenyl]carbamoyl]-4,5,6,7-tetrahydropyrazolo[1,5-a]pyridin-4-yl]pyrrolidine-3-carboxylate CC1=C(C=CC=C1B1OC(C(O1)(C)C)(C)C)NC(=O)C1=NN2C([C@H](CCC2)N2C[C@@H](CC2)C(=O)OC)=C1